5-(propanoyl)amino-3-(1-neopentylpiperidin-4-yl)-pyrrolo[3,2-b]pyridine mandelate C(C(O)C1=CC=CC=C1)(=O)O.C(CC)(=O)NC1=CC=C2C(=N1)C(=CN2)C2CCN(CC2)CC(C)(C)C